OC1C=CC(C2C=CC(O)=CC=2)=CC=1 4,4'-hydroxybiphenyl